di-octyl ether C(CCCCCCC)OCCCCCCCC